C(C#CCCCCC)(=O)O.COC(C#CCCCCC)=O 2-octynoic acid methyl ester (octynate)